2-(2,6-dioxopiperidin-3-yl)-5-(4-((1-(5-(5-methyl-5H-pyrido[4,3-b]indol-7-yl)pyridin-2-yl)azetidin-3-yl)oxy)piperidin-1-yl)isoindoline-1,3-dione O=C1NC(CCC1N1C(C2=CC=C(C=C2C1=O)N1CCC(CC1)OC1CN(C1)C1=NC=C(C=C1)C=1C=CC=2C3=C(N(C2C1)C)C=CN=C3)=O)=O